(3-(4-chloro-6-phenyl-1,3,5-triazin-2-yl)phenyl)-9H-carbazole ClC1=NC(=NC(=N1)C1=CC=CC=C1)C=1C=C(C=CC1)C1=CC=CC=2C3=CC=CC=C3NC12